C(C1=CC=CC=C1)(=O)O.BrN1C(C2=CC=CC=C2C2(C1)CC2)=O bromo-2',3'-dihydro-1'H-spiro[cyclopropane-1,4'-isoquinoline]-1'-one benzoate